C(C)N(C1CCC1)CCC1=CNC2=CC=C(C=C12)F N-ethyl-N-(2-(5-fluoro-1H-indol-3-yl)ethyl)cyclobutanamine